(3E)-14-bromo-3-tetradecene-1-ol BrCCCCCCCCCC/C=C/CCO